2-(3-ethoxy-5-methoxy-4-methylsulfanylphenyl)ethanamine C(C)OC=1C=C(C=C(C1SC)OC)CCN